4,4'-([1,1'-bi(cyclohexane)]-4,4'-diyl)diphenol C1(CCC(CC1)C1=CC=C(C=C1)O)C1CCC(CC1)C1=CC=C(C=C1)O